3-pyrazolo[1,5-a]pyridin-3-ylpyridine-2,6-diamine N1=CC(=C2N1C=CC=C2)C=2C(=NC(=CC2)N)N